BrC=1C=C(C(=NC1)N)N 5-bromopyridine-2,3-diamine